C(C1=CC=CC=C1)OC1C(OCC(C1OCC1=CC=CC=C1)OCC1=CC=CC=C1)C(=O)O 3,4,5-Tribenzyloxy-tetrahydropyran-2-carboxylic acid